C(C)(C)(C)OC(=O)N1C(C[C@H](C1)C1=CC(=CC(=C1)F)F)C(C(=O)OCC)O (4S)-4-(3,5-difluorophenyl)-2-(2-ethoxy-1-hydroxy-2-oxoethyl)pyrrolidine-1-carboxylic acid tert-butyl ester